C(=O)OC(C(=O)C(F)(F)F)=O.S1C=CC=C1.[Eu+3] europium (III) thiophene formyl-trifluoropyruvate